(8S)-7-{2-[(9-methyl-9H-fluoren-3-yl)formamido]acetyl}-1,4-dioxa-7-azaspiro[4.4]nonane-8-carboxylic acid CC1C2=CC=CC=C2C=2C=C(C=CC12)C(=O)NCC(=O)N1CC2(OCCO2)C[C@H]1C(=O)O